C(C)(C)(C)OC(=O)NCCCC[C@@H](C(NC1=CC=C(C=C1)CO)=O)NC(=O)C(C(C)C)NC(OCC1C2=CC=CC=C2C=2C=CC=CC12)=O 9H-fluoren-9-ylmethyl N-[1-[[(1S)-5-(tert-butoxycarbonylamino)-1-[[4-(hydroxymethyl)phenyl]carbamoyl]pentyl]carbamoyl]-2-methyl-propyl]carbamate